N1=CC(=CC=C1)C1=NC(=NC=C1)N 4-(3-pyridyl)-2-aminopyrimidine